N1(CCNCC1)CCCCCCCCCN 9-(piperazin-1-yl)nonan-1-amine